trans-N-caffeoyltyramine C(\C=C\C1=CC(O)=C(O)C=C1)(=O)NCCC1=CC=C(C=C1)O